C(C=1C(C(=O)O)=CC(C(=O)O)=C(C(=O)[O-])C1)(=O)[O-].C(CCC)[P+](CCCC)(CCCC)CCCC.C(CCC)[P+](CCCC)(CCCC)CCCC bis(tetrabutylphosphonium) pyromellitic acid salt